(S)-3,3-Difluoro-cyclopentane-1-carbaldehyde FC1(C[C@H](CC1)C=O)F